2-[4-[(E)-3-[4-[2-Hydroxyethyl(methyl)amino]phenyl]prop-2-enoyl]phenyl]-1,2-benzoxazol-3-one OCCN(C1=CC=C(C=C1)/C=C/C(=O)C1=CC=C(C=C1)N1OC2=C(C1=O)C=CC=C2)C